N1CC(C1)[C@@H]1CN(CCC1)C1CC(C1)(C(=O)OC)C Methyl (1R,3r)-3-((R)-3-(azetidin-3-yl)piperidin-1-yl)-1-methylcyclobutane-1-carboxylate